N-(2,6-Difluoro-4-(8-isopropyl-2-(((1r,4r)-4-((2-methoxyethyl)(methyl)amino)cyclohexyl)amino)-7-oxo-7,8-dihydropyrido[2,3-d]pyrimidin-6-yl)phenyl)-1-(4-fluorophenyl)methanesulfonamide FC1=C(C(=CC(=C1)C1=CC2=C(N=C(N=C2)NC2CCC(CC2)N(C)CCOC)N(C1=O)C(C)C)F)NS(=O)(=O)CC1=CC=C(C=C1)F